di-undecyl phthalate C(C=1C(C(=O)OCCCCCCCCCCC)=CC=CC1)(=O)OCCCCCCCCCCC